(E)-2-(3-chloro-1-methyl-5-pyrazolylcarbonyl-amino)-5,5-dimethyl-3-hexenoic acid ClC1=NN(C(=C1)C(=O)NC(C(=O)O)\C=C\C(C)(C)C)C